ClC1=CC(=C(C=C1)N1CCC(CC1)C=1C(=NN(C1N)C)C)F 4-(1-(4-chloro-2-fluorophenyl)piperidin-4-yl)-1,3-dimethyl-1H-pyrazol-5-amine